copper hydroxy iodate I(=O)(=O)OO.[Cu]